COC(\C=C\C=C\C=1N=C(SC1)C#C)=O.C(#N)C1=CC=C(C=C1)CN(CC(=O)NO)CC1=CC=C(C=C1)C#N 2-[bis[(4-cyanophenyl)methyl]amino]-ethanehydroxamic acid Methyl-(2E,4E)-5-(2-ethynylthiazol-4-yl)penta-2,4-dienoate